ClC=1C(=CC(=C(C1)C1=CC=C2C(=CN=NC2=C1)NCC1=C(C=C(C=C1)OC)OC)N1N=CC(=C1)C(F)F)OC 7-[5-CHLORO-2-[4-(DIFLUOROMETHYL)PYRAZOL-1-YL]-4-METHOXYPHENYL]-N-[(2,4-DIMETHOXYPHENYL)METHYL]CINNOLIN-4-AMINE